ClC1=C(C=C(C=C1)C=1CCSC2=C(C1C1=CC=C(C=C1)O[C@@H]1CN(CC1)CCCF)C=C(C=C2)O)C 4-(4-Chloro-3-methylphenyl)-5-[4-[(3S)-1-(3-fluoropropyl)pyrrolidin-3-yl]oxyphenyl]-2,3-dihydro-1-benzothiepin-7-ol